BrC=1OC2=C(N1)C=C(C=C2)C(=O)O 2-bromobenzo[d]oxazole-5-carboxylic acid